N-(pyrazin-2-yl)acrylamide N1=C(C=NC=C1)NC(C=C)=O